6-(piperazine-1-carbonyl)quinolin N1(CCNCC1)C(=O)C=1C=C2C=CC=NC2=CC1